ClC1=CC=C(C=C1)[C@H](CC1=NOC(=N1)CN1C(N(C(=CC1=O)C#N)C)=O)O 1-({3-[(2S)-2-(4-chlorophenyl)-2-hydroxyethyl]-1,2,4-oxadiazol-5-yl}methyl)-3-methyl-2,6-dioxopyrimidine-4-carbonitrile